ethyl piperidine-4-carboxylate (ethyl isonipecotate) C(C)N1CCC(C(=O)O)CC1.N1CCC(CC1)C(=O)OCC